tert-butyl 4-(5-chloropyridazin-4-yl)piperazine-1-carboxylate ClC=1C(=CN=NC1)N1CCN(CC1)C(=O)OC(C)(C)C